CC1=CC(=NO1)C(=O)N[C@H](C(=O)NN(C(C(F)Cl)=O)CCC(=O)N)CC1CCCCC1 |r| 5-methyl-N-[rac-(1S)-2-[2-(3-amino-3-oxo-propyl)-2-(2-chloro-2-fluoro-acetyl)hydrazino]-1-(cyclohexylmethyl)-2-oxo-ethyl]Isoxazole-3-carboxamide